3,5-dimethylundec-5-en-1-yl acetate C(C)(=O)OCCC(CC(=CCCCCC)C)C